heptylmethylbis(trimethylsiloxy)silane C(CCCCCC)[Si](O[Si](C)(C)C)(O[Si](C)(C)C)C